2-hydroxybenzonitril OC1=C(C#N)C=CC=C1